5-(N-(benzofuran-5-yl)sulfamoyl)-3-methylbenzofuran-2-carboxylic acid O1C=CC2=C1C=CC(=C2)NS(=O)(=O)C=2C=CC1=C(C(=C(O1)C(=O)O)C)C2